BrC1=C(C(=CC2=C(N(N=C12)C)\C=C\OCC)[N+](=O)[O-])C(=O)C1=C(C=CC(=C1)F)Cl (7-bromo-3-[(1E)-2-ethoxyvinyl]-2-methyl-5-nitroindazol-6-yl)(2-chloro-5-fluorophenyl)methanone